NC1=C(C=C(N=N1)C1=C(C=CC=C1)O)NCCC1=CC=C(C=C1)CO 2-(6-Amino-5-((4-(hydroxymethyl)phenethyl)amino)pyridazin-3-yl)phenol